BrCC(C(CCCCC(C#N)(C)C)(C)C1=CC(=CC=C1)I)=O 9-bromo-7-(3-iodophenyl)-2,2,7-trimethyl-8-oxononanenitrile